2-chloro-4-((1-(3,4,5-trimethoxyphenyl)-1H-imidazol-4-yl)amino)pyrrolo[2,1-f][1,2,4]triazine-7-carbaldehyde ClC1=NN2C(C(=N1)NC=1N=CN(C1)C1=CC(=C(C(=C1)OC)OC)OC)=CC=C2C=O